3-(((2S,3S,6R,7aR)-3-hydroxy-4-(2-methoxyacetyl)octahydro-1H-2,6-methanopyrrolo[3,2-b]pyridin-1-yl)methyl)benzamide O[C@H]1[C@H]2N([C@H]3C1N(C[C@H](C3)C2)C(COC)=O)CC=2C=C(C(=O)N)C=CC2